NC\C=C(\CN1N=NC2=C1C=C(C=C2C2=C(C=CC(=C2)S(NC)(=O)=O)OC)C(=O)NOC)/F (Z)-1-(4-amino-2-fluorobut-2-en-1-yl)-N-methoxy-4-(2-methoxy-5-(N-methylsulfamoyl)phenyl)-1H-benzo[d][1,2,3]triazole-6-carboxamide